BrC=1C=C(C=2N(C1)C(=C(N2)C)I)F 6-Bromo-8-fluoro-3-iodo-2-methylimidazo[1,2-a]pyridine